3,4-dibromoisoquinoline BrC=1N=CC2=CC=CC=C2C1Br